N-(5-(3,4-dimethylcinnolin-6-yl)thiazol-2-yl)-2,2-dimethyltetrahydro-2H-pyran-4-carboxamide CC=1N=NC2=CC=C(C=C2C1C)C1=CN=C(S1)NC(=O)C1CC(OCC1)(C)C